5-methoxy-α-methyltryptamine isonitrile N#[C-].COC1=CC=C2NC=C(CC(N)C)C2=C1